C(CCC)P(CCCC)CCCC tri-Butyl-phosphine